(S)-6,7-dihydro-3H-imidazo[4,5-c]pyridine-3,5,6(4H)tricarboxylic acid 6-benzyl ester 3,5-di-tert-butyl ester C(C)(C)(C)OC(=O)N1C=NC2=C1CN([C@@H](C2)C(=O)OCC2=CC=CC=C2)C(=O)OC(C)(C)C